O1CCC2=C1C=CC(=C2)[C@@H]2NC[C@H](CC2)C |r| rac-(2R,5S)-2-(2,3-Dihydrobenzofuran-5-yl)-5-methyl-piperidine